bis[3-(triethoxysilyl)propyl]-disulphane C(C)O[Si](CCCSSCCC[Si](OCC)(OCC)OCC)(OCC)OCC